(S)-4-methyl-3-((R)-1,1,1-trifluoro-2-hydroxypropan-2-yl)-4,5-dihydro-6H-isoxazolo[5,4-e]indazole C[C@@H]1C2=C(C=3C=NNC3C1)ON=C2[C@@](C(F)(F)F)(C)O